C(C)(C)(C)C1=NC(=NO1)C(N1C[C@@H](N(C[C@H]1C)C1=CC(N(C=2C=CC(=NC12)C#N)C)=O)C)C1=CC=C(C=C1)F 8-((2S,5R)-4-((5-(tert-butyl)-1,2,4-oxadiazol-3-yl)(4-fluorophenyl)methyl)-2,5-dimethylpiperazin-1-yl)-5-methyl-6-oxo-5,6-dihydro-1,5-naphthyridine-2-carbonitrile